5-(3-isopropyl-5-(piperidin-4-yl)-1H-indol-2-yl)-1-methyl-3-(p-tolyl)pyridin-2(1H)-one C(C)(C)C1=C(NC2=CC=C(C=C12)C1CCNCC1)C=1C=C(C(N(C1)C)=O)C1=CC=C(C=C1)C